BrC=1C=C(C(=NC1)C=O)C(F)(F)F 5-bromo-3-(trifluoromethyl)-pyridine-2-carbaldehyde